(S)-2-((S)-2-(2-chloro-6-methoxyphenyl)propanamido)-4-(((S)-3-fluoro-2-methoxypropyl)(4-(5,6,7,8-tetrahydro-1,8-naphthyridin-2-yl)butyl)amino)butanoic acid ClC1=C(C(=CC=C1)OC)[C@@H](C(=O)N[C@H](C(=O)O)CCN(CCCCC1=NC=2NCCCC2C=C1)C[C@@H](CF)OC)C